NC1=NNC2=CC=C(C=C12)C1=CC(=NC=C1)NC(CC1=C(C=CC=C1)Cl)=O N-(4-(3-Amino-1H-indazol-5-yl)pyridin-2-yl)-2-(2-chlorophenyl)acetamide